(4-(3-(4-chlorophenyl)imidazo[2,1-b]thiazol-6-yl)phenyl)(morpholino)methanone ClC1=CC=C(C=C1)C=1N2C(SC1)=NC(=C2)C2=CC=C(C=C2)C(=O)N2CCOCC2